4,4'-dihydroxy-3,5-dimethyl-p-terphenyl OC1=C(C=C(C=C1C)C1=CCC(C=C1)(C1=CC=CC=C1)O)C